C1(=CC=CC=C1)P(C1C(=O)OC(C1)=O)(C1=CC=CC=C1)C1=CC=CC=C1 2-(triphenylphosphino)succinic anhydride